FC1=C(COC2=C(N)C=CC=C2)C=CC(=C1)F 2-((2,4-difluorobenzyl)oxy)aniline